Methyl 6-chloro-5-cyclopropyl-3-[[3-methyl-1-(2,2,2-trifluoroethyl)pyrazol-4-yl]amino]pyrazine-2-carboxylate ClC1=C(N=C(C(=N1)C(=O)OC)NC=1C(=NN(C1)CC(F)(F)F)C)C1CC1